C(C(=O)O)(=O)O.CN(C(=O)N1C=NC=C1)CCC N-methyl-N-propyl-1H-imidazole-1-carboxamide oxalic acid salt